tert-butyl 2-(3-aminophenyl)acetate NC=1C=C(C=CC1)CC(=O)OC(C)(C)C